N4-(cyclopropylmethyl)-N2-(4-(vinylsulfonyl)phenyl)-5,7-dihydrofuro[3,4-d]pyrimidine-2,4-diamine C1(CC1)CNC=1C2=C(N=C(N1)NC1=CC=C(C=C1)S(=O)(=O)C=C)COC2